[3-[(4-fluoro-2-pyridyl)amino]-1-(2,2,2-trifluoroethyl)pyrazolo[4,3-c]pyridin-6-yl]-(6-hydroxy-1,4-oxazepan-4-yl)methanone FC1=CC(=NC=C1)NC1=NN(C2=C1C=NC(=C2)C(=O)N2CCOCC(C2)O)CC(F)(F)F